C[C@@H]1C[C@]2(N([C@@H](C1)C2)C(=O)NC2=CC(=C(C=C2)C(F)(F)F)C2=NN(N=C2)C)C=2OC(=NN2)C (1R,3S,5S)-3-methyl-1-(5-methyl-1,3,4-oxadiazol-2-yl)-N-(3-(2-methyl-2H-1,2,3-triazol-4-yl)-4-(trifluoromethyl)phenyl)-6-azabicyclo[3.1.1]heptane-6-carboxamide